FC1(CN(CC1O)C(=O)OC(C)(C)C)F 1,1-dimethylethyl 3,3-difluoro-4-hydroxy-1-pyrrolidinecarboxylate